1-[4-amino-8-(trans-4-aminocyclohexoxy)-5,5-dimethyl-6H-benzo[h]quinazolin-7-yl]pyrrolidine-3-carbonitrile NC1=NC=NC=2C3=C(CC(C12)(C)C)C(=C(C=C3)O[C@@H]3CC[C@H](CC3)N)N3CC(CC3)C#N